N[C@H]1[C@@H](COCC1)C1=C(C2=NC(=CC(=C2S1)NCC=1SC=CC1)Cl)Cl 2-((3s,4r)-4-aminotetrahydro-2H-pyran-3-yl)-3,5-dichloro-N-(thiophen-2-ylmethyl)thieno[3,2-b]pyridin-7-amine